methylsulfonyl-2-pyridone CS(=O)(=O)C=1C(NC=CC1)=O